(2R)-2-amino-N-[(1R)-2,3-dihydro-1H-inden-1-yl]-3-hydroxypropanamide N[C@@H](C(=O)N[C@@H]1CCC2=CC=CC=C12)CO